2-[(2S,5R)-2,5-dimethylpiperazin-1-yl]-6-(trifluoromethyl)-1,3-benzothiazole C[C@@H]1N(C[C@H](NC1)C)C=1SC2=C(N1)C=CC(=C2)C(F)(F)F